2,4-di-tert-butyl-1-(methoxymethyloxy)benzene C(C)(C)(C)C1=C(C=CC(=C1)C(C)(C)C)OCOC